undecyl-Hydroxyethyl-imidazolinium C(CCCCCCCCCC)[N+]1(C=NCC1)CCO